N(=[N+]=[N-])[C@@](COC)(C)C1=C2C=C(N=CC2=C(C=C1)OC1CN(C1)C(=O)OC(C)(C)C)Cl tert-Butyl (S)-3-((5-(2-azido-1-methoxypropan-2-yl)-3-chloroisoquinolin-8-yl)oxy)azetidine-1-carboxylate